COC(CCC1C2=CC3=C(C(=C(N3)C=C3C(=C(C(C=C4C(=C(C(=CC(C1C)=N2)N4)C)C=C)=N3)C)C=C)C)CCC(=O)N[C@@H](CC(=O)O)C(=O)O)=O (3-(7-(3-methoxy-3-oxopropyl)-2,8,12,17-tetramethyl-13,18-divinyl-7H,8H-porphyrin-3-yl)propanoyl)-L-aspartic acid